FC1=C(C=C(C(=C1)C)C1=CC(=NC(=C1)N1CCOCC1)OCCO)NC(=O)N1CC2(CC2)CC1 N-[2-fluoro-5-[2-(2-hydroxyethoxy)-6-(morpholin-4-yl)pyridin-4-yl]-4-methylphenyl]-5-azaspiro[2.4]heptane-5-carboxamide